N=1N=C(NC1CO)CO (4H-1,2,4-triazole-3,5-diyl)dimethanol